C1(=CC=CC=C1)[B-](C1=CC=CC=C1)(C1=CC=CC=C1)C1=CC=CC=C1.C(CCC)[NH+](CCCC)CCCC tri(butyl)ammonium tetraphenylborate